Cl.NCC=1C=C(C=CC1)C1=CC(=CC=C1)C=1N=C(SC1)NC(=O)[C@H]1N(CC1)C(=O)C1=CN(C=C1)S(=O)(=O)C (S)-N-(4-(3'-(aminomethyl)-[1,1'-biphenyl]-3-yl)thiazol-2-yl)-1-(1-(methylsulfonyl)-1H-pyrrole-3-carbonyl)azetidine-2-carboxamide hydrochloride